2-(morpholinomethyl)-4-(trifluoromethyl)aniline tert-butyl-4-(5-bromo-2-oxobenzo[d]oxazol-3(2H)-yl)-3,3-difluoropiperidine-1-carboxylate C(C)(C)(C)OC(=O)N1CC(C(CC1)N1C(OC2=C1C=C(C=C2)Br)=O)(F)F.O2CCN(CC2)CC2=C(N)C=CC(=C2)C(F)(F)F